CC1=NNC=C1C=1C=CC=C(C1)O 5-(3-methyl-1H-pyrazol-4-yl)phenol